N-tert-butyl-2-[(2-{4-[(2R)-2-hydroxybutoxy]pyridin-2-yl}-5H,6H,7H-cyclopenta[d]pyrimidin-4-yl)(methyl)amino]acetamide C(C)(C)(C)NC(CN(C)C=1C2=C(N=C(N1)C1=NC=CC(=C1)OC[C@@H](CC)O)CCC2)=O